Ethyl 1-(3-chloro-6-(3-cyanopropyl)pyrazin-2-yl)piperidine-4-carboxylate ClC=1C(=NC(=CN1)CCCC#N)N1CCC(CC1)C(=O)OCC